ClC1=C(C=CC=C1F)C(N)C1(COC1)F (2-chloro-3-fluorophenyl)(3-fluorooxetan-3-yl)methanamine